5-(((4-(3-chloro-4-(2-chloro-3-((3-fluoro-4-((3-(methoxymethyl)azetidin-1-yl)methyl)pyridin-2-yl)amino)phenyl)pyridin-2-yl)-2-methoxybenzyl)amino)methyl)pyrrolidin-2-one ClC=1C(=NC=CC1C1=C(C(=CC=C1)NC1=NC=CC(=C1F)CN1CC(C1)COC)Cl)C1=CC(=C(CNCC2CCC(N2)=O)C=C1)OC